5-[4-(1-cyanocyclopropyl)phenyl]-2-[4-(2,2-difluoroethyl)-3-fluoro-6-(trifluoromethyl)-4H-pyrrolo[3,2-b]pyridin-2-yl]-3-(ethanesulfonyl)pyridin-1-ium-1-olate C(#N)C1(CC1)C1=CC=C(C=C1)C=1C=C(C(=[N+](C1)[O-])C=1C(=C2N(C=C(C=C2N1)C(F)(F)F)CC(F)F)F)S(=O)(=O)CC